CC1OC(C1)C 2,4-dimethyloxetane